salicylidenediphenol borate B(O)(O)OC1=C(C=CC=C1)C(C=1C(O)=CC=CC1)C1=C(C=CC=C1)O